C(C)(C)(C)OC(N[C@@H](CNC(OC(C)(C)C)=O)C=1OC(=NN1)CNC)=O di-tert-butyl[(1S)-1-{5-[(methylamino)methyl]-1,3,4-oxadiazol-2-yl}ethane-1,2-diyl]biscarbamate